C1(CC1)C=1SC(=CN1)C=1C=C(C=CC1)N(C(=O)OC(=O)C1CCCCC1)C[C@@H]1CC[C@H](CC1)C1=CC(=C(C=C1)OC)C ((3-(2-cyclopropylthiazol-5-yl)phenyl)((trans-4-(4-methoxy-3-methylphenyl)cyclohexyl)-methyl)carbamoyl)cyclohexanecarboxylate